ethyl (S)-3-(3-(4-hydroxy-1-methyl-2-oxo-1,2-dihydropyridin-3-yl)ureido)-3-(3-(4-methylbenzyl) phenyl)propanoate OC1=C(C(N(C=C1)C)=O)NC(N[C@@H](CC(=O)OCC)C1=CC(=CC=C1)CC1=CC=C(C=C1)C)=O